N1(CCOCC1)C1=CC=C(C=C1)NC1=NC2=C(C=CC=C2C=N1)C1=NC=CC(=C1)NS(=O)(=O)C=C N-(2-(2-((4-morpholinylphenyl)amino)quinazolin-8-yl)pyridin-4-yl)ethenesulfonamide